BrC=1C=C2C=CN=C(C2=CC1)NC 6-bromo-N-methylisoquinolin-1-amine